CC1(C=CCCC1)C1=CC=CC=C1 1-methyl-1-phenylcyclohexene